C1(CC1)N1N=C(C2=CC(=CC=C12)C=1N=C2N(C(C1C)=O)C=C(C=C2C(C)NC2=C(C(=O)OC(C)(C)C)C=CC=C2)C)C tert-butyl 2-((1-(2-(1-cyclopropyl-3-methyl-1H-indazol-5-yl)-3,7-dimethyl-4-oxo-4H-pyrido[1,2-a]pyrimidin-9-yl)ethyl)amino)benzoate